FC(C(=O)O)(F)F.O=C1N(CC2=C1OC1=C2C=CC(=C1)C1CCNCC1)C1C(NC(CC1)=O)=O 3-(3-oxo-6-(piperidin-4-yl)-1H-benzofuro[2,3-c]pyrrol-2(3H)-yl)piperidine-2,6-dione trifluoroacetate